monomethyl-2-aminoterephthalic acid CC=1C(=C(C(=O)O)C=CC1C(=O)O)N